myristyl melissate C(CCCCCCCCCCCCCCCCCCCCCCCCCCCCC)(=O)OCCCCCCCCCCCCCC